4-oxa-1,9-diazaspiro[5.5]undecan N1CCOCC12CCNCC2